6-isopropyl-5-(8-(trifluoromethyl)-[1,2,4]triazolo[1,5-a]pyridin-6-yl)-4H-thieno[3,2-b]pyrrole-2-carboxylic acid C(C)(C)C=1C2=C(NC1C=1C=C(C=3N(C1)N=CN3)C(F)(F)F)C=C(S2)C(=O)O